NC=1N=C(C=C2C=C(N=CC12)NC(=O)NC)C=1C=NC=CC1C 1-[8-amino-6-(4-methyl-3-pyridyl)-2,7-naphthyridin-3-yl]-3-methyl-urea